IC1=CC(=CC(=C1)OC(F)(F)F)C 1-iodo-3-methyl-5-(trifluoromethoxy)benzene